4,4'-methylenedi-2,6-xylidine C(C=1C=C(C(N)=C(C1)C)C)C=1C=C(C(N)=C(C1)C)C